ClC1=NN(C(C2=CC=CC(=C12)OC1CC2(CN(C2)CCCC2=CC=3N(C=C2F)C=NN3)C1)=O)C chloro-5-[[2-[3-(6-fluoro-[1,2,4]triazolo[4,3-a]pyridin-7-yl)propyl]-2-azaspiro[3.3]heptan-6-yl]oxy]-2-methyl-phthalazin-1-one